OC1=C(C(=CC(=C1)O)O)CC(=O)CC1=C(C=C(C=C1O)O)O 2,4,6-trihydroxyphenylmethyl ketone